N-(5-(2-methoxypyrimidin-5-yl)pyrazin-2-yl)-N-(trans-4-((4-((oxetan-3-yl)oxy)-5-(trifluoromethyl)pyrimidin-2-yl)amino)cyclohexyl)-2-phenoxyacetamide COC1=NC=C(C=N1)C=1N=CC(=NC1)N(C(COC1=CC=CC=C1)=O)[C@@H]1CC[C@H](CC1)NC1=NC=C(C(=N1)OC1COC1)C(F)(F)F